2'-fluoro-5'-methoxy-6-methyl-N-[5-(morpholin-4-yl)-[1,3]thiazolo[5,4-d]pyrimidin-2-yl]-[4,4'-bipyridine]-3-carboxamide FC1=NC=C(C(=C1)C1=C(C=NC(=C1)C)C(=O)NC=1SC=2N=C(N=CC2N1)N1CCOCC1)OC